ClC1=CC=C(C(=N1)C1(CC1)Cl)N 6-chloro-2-(1-chlorocyclopropyl)pyridin-3-amine